4-chloro-5-(3-((6-(3-(methoxymethyl)-5-methyl-isoxazol-4-yl)pyrimidin-4-yl)oxy)pyrrolidin-1-yl)pyridazin-3(2H)-one ClC=1C(NN=CC1N1CC(CC1)OC1=NC=NC(=C1)C=1C(=NOC1C)COC)=O